C(C)(C)C(CCC)N(C(O)=O)C.C(CCC)NC(OC#CCI)=O Iodopropynyl butylcarbamate (isopropylmethylbutylcarbamate)